FC1=CC=C(C=C1)C1=CC(NN1)=O 5-(4-fluorophenyl)-1,2-dihydro-3H-pyrazol-3-one